N-(4-(2-(2-Aminopyridin-3-yl)-5-phenyl-3H-imidazo[4,5-b]pyridin-3-yl)benzyl)-3-formyl-2-methoxybenzamide NC1=NC=CC=C1C1=NC=2C(=NC(=CC2)C2=CC=CC=C2)N1C1=CC=C(CNC(C2=C(C(=CC=C2)C=O)OC)=O)C=C1